1-((3S,4R)-4-(3,4-difluorophenyl)-1-(2-methoxyethyl)pyrrolidin-3-yl)-3-(1-(3-fluorophenyl)-1',4-dimethyl-1H,1'H-[3,4'-bipyrazol]-5-yl)urea FC=1C=C(C=CC1F)[C@H]1[C@@H](CN(C1)CCOC)NC(=O)NC1=C(C(=NN1C1=CC(=CC=C1)F)C=1C=NN(C1)C)C